(E)-3-(4-(2-ethoxyvinyl)-2-fluorophenyl)piperidine-2,6-dione C(C)O/C=C/C1=CC(=C(C=C1)C1C(NC(CC1)=O)=O)F